2,4-dihydroxyphenol OC1=C(C=CC(=C1)O)O